5-(1-(1,3-difluoropropan-2-yl)piperidin-4-yl)-3-isopropyl-2-(2-methylpyridin-4-yl)-1H-indole FCC(CF)N1CCC(CC1)C=1C=C2C(=C(NC2=CC1)C1=CC(=NC=C1)C)C(C)C